3-[(E)-[4-amino-8-(trans-4-aminocyclohexoxy)-5,5-dimethyl-benzo[h]quinazolin-6-ylidene]amino]oxypropanenitrile NC1=NC=NC=2C3=C(\C(\C(C12)(C)C)=N\OCCC#N)C=C(C=C3)O[C@@H]3CC[C@H](CC3)N